cis-farnesal CC(=CCC/C(=C/CC/C(=C\C=O)/C)/C)C